methoxymethyl (1R,3S,4R)-3-[(tert-butoxycarbonyl)amino]-4-(methoxymethoxy)cyclopentane-1-carboxylate C(C)(C)(C)OC(=O)N[C@H]1C[C@H](C[C@H]1OCOC)C(=O)OCOC